CN1C2=C(OCC1=O)C=C(C(=C2)C)NC2=CCC(C=C2)N2CCC(CC2)C(F)(F)F 4,6-Dimethyl-7-((4-(4-(trifluoromethyl)piperidin-1-yl)cyclohex-1,5-dien-1-yl)amino)-2H-benzo[b][1,4]oxazin-3(4H)-one